ClC=1C=C(C(=NC1)O)O 5-chloro-2,3-dihydroxypyridine